dipropyl 2,3-dipropylsuccinate C(CC)C(C(=O)OCCC)C(C(=O)OCCC)CCC